COC(=O)C=1C=C(N2CCCCC12)C(C(=O)OCC)=O 3-(2-ethoxy-2-oxoacetyl)-5,6,7,8-tetrahydroindolizin-1-carboxylic acid methyl ester